The molecule is a 1,2-diacyl-sn-glycerol where octanoyl and oleoyl form the 1- and 2-acyl groups respectively. It is a 1,2-diacyl-sn-glycerol and an octanoate ester. It derives from an oleic acid. CCCCCCCC/C=C\\CCCCCCCC(=O)O[C@@H](CO)COC(=O)CCCCCCC